N[C@H](C(=O)O)C(CC(=O)O)O (2S)-2-amino-3-hydroxyglutaric acid